CCC(CCCC)C1OCC(CO1)O 2-(heptane-3-yl)-5-hydroxy-1,3-dioxane